ClC1=C(C=C(C=C1)C1=CC(=NC(=N1)C=1C=NC=CC1)N1CCC(CC1)CO)F (1-(6-(4-chloro-3-fluorophenyl)-2-(pyridin-3-yl)pyrimidin-4-yl)piperidin-4-yl)methanol